N[C@H]1[C@H](CCCC1)NC1=NC=2N(C=C1)N=CC2C(=O)NC=2C(=NN(C2)C2CN(CCC2)C)C(N)=O 5-{[(1S,2R)-2-Aminocyclohexyl]amino}-N-[3-carbamoyl-1-(1-methylpiperidin-3-yl)-1H-pyrazol-4-yl]pyrazolo[1,5-a]pyrimidin-3-carboxamid